1-(2-benzylphenoxy)propan C(C1=CC=CC=C1)C1=C(OCCC)C=CC=C1